2-naphthylmethylamine C1=C(C=CC2=CC=CC=C12)CN